O1N=CC(=C1)C1=CC(=C2C=NNC2=C1)OCCOCCCCNCC=1C=C(OCCO)C=C(C1)OC(F)(F)F 2-(3-(((4-(2-((6-(isoxazol-4-yl)-1H-indazol-4-yl)oxy)ethoxy)butyl)amino)methyl)-5-(trifluoromethoxy)phenoxy)ethanol